[1-(tert-butoxy)-2-methylpropan-2-yl]-2-(pyridin-4-yl)pyrido[3,4-d]pyrimidin-4-amine C(C)(C)(C)OCC(C)(C)C1=CN=CC=2N=C(N=C(C21)N)C2=CC=NC=C2